F[C@@H]1CN(CC[C@@H]1OC)C1=NC=CC(=N1)NC=1N=CC2=C(C=CC(=C2C1)C(C)C)N1[C@@H]([C@H](C1)CS(=O)(=O)C)C N-{2-[(3R,4S)-3-fluoro-4-methoxy-piperidin-1-yl]pyrimidin-4-yl}-8-[(2R,3S)-3-(methanesulfonyl-methyl)-2-methylazetidin-1-yl]-5-(propan-2-yl)isoquinolin-3-amine